NC1=C2N=CN(C2=NC(=N1)F)[C@H]1C[C@@H]([C@@](O1)(CNC)CO)O (2R,3S,5R)-5-(6-amino-2-fluoro-9H-purin-9-yl)-2-(hydroxymethyl)-2-((methylamino)methyl)tetrahydrofuran-3-ol